COC(C1CCN(CC1)C1=NC=2C=CC=CC2C=2N1N=C(C2)CNC(C2=C(C=CC=C2)OC(F)(F)F)=O)OC N-((5-(4-(dimethoxymethyl)piperidin-1-yl)pyrazolo[1,5-c]quinazolin-2-yl)methyl)-2-(trifluoromethoxy)benzamide